(R)-3-((4-methoxyphenyl)(4,4,5,5-tetramethyl-1,3,2-dioxaborolan-2-yl)methyl)-3-methylcyclobutan-1-one COC1=CC=C(C=C1)[C@@H](C1(CC(C1)=O)C)B1OC(C(O1)(C)C)(C)C